CC1=NN(C(=C1C1=NC2=CC=CC=C2C=N1)C)CCCCCCNC1=C2C(N(C(C2=CC=C1)=O)C1C(NC(CC1)=O)=O)=O ((6-(3,5-dimethyl-4-(quinazolin-2-yl)-1H-pyrazol-1-yl)hexyl)amino)-2-(2,6-dioxopiperidin-3-yl)isoindoline-1,3-dione